N-((5-fluoro-6-(thiazol-4-ylmethoxy)-1H-indol-2-yl)methyl)pyrrolidine-1-carboxamide FC=1C=C2C=C(NC2=CC1OCC=1N=CSC1)CNC(=O)N1CCCC1